3-(2-pyridyldithio)-propionyl-hydrazine N1=C(C=CC=C1)SSCCC(=O)NN